(1S,3S)-3-((6-(1-Methyl-5-((((pentyl-oxy)carbonyl)amino)methyl)-1H-pyrazol-4-yl)pyridin-3-yl)oxy)-cyclohexan CN1N=CC(=C1CNC(=O)OCCCCC)C1=CC=C(C=N1)OC1CCCCC1